BrC1=C(C=CC=C1)C1=NN=C(O1)S 5-(2-bromophenyl)-1,3,4-oxadiazole-2-thiol